FC=1C=C(C=C(C1)F)C=1C(=C(C=CC1)C[C@@H]1N(CC2(CC2)[C@@H]1NS(=O)(=O)C(F)F)C(C(CF)(C)O)=O)F N-[(6S,7S)-6-[[3-(3,5-difluorophenyl)-2-fluoro-phenyl]methyl]-5-(3-fluoro-2-hydroxy-2-methyl-propanoyl)-5-azaspiro[2.4]heptan-7-yl]-1,1-difluoromethanesulfonamide